D-Mannuronic Acid O=C[C@@H](O)[C@@H](O)[C@H](O)[C@H](O)C(=O)O